COC(=O)C=1C=C2C=CC3(CCC4(SCCCS4)CC3)OC2=CC1C(=O)OC dispiro[chromene-2,1'-cyclohexane-4',2''-[1,3]dithiane]-6,7-dicarboxylic acid dimethyl ester